4-(chlorodifluoromethoxy)phenylnicotinamide ClC(OC1=CC=C(C=C1)C1=C(C(=O)N)C=CC=N1)(F)F